C(C)(C)(C)OC(=O)NCCCCCCCC(=O)OCC=O 2-oxoethyl 8-((tert-butoxycarbonyl)amino)octanoate